ethyl 5-((6-(bis(4-chlorophenyl)methyl)-4-((1-((trifluoromethyl)sulfonyl)piperidin-4-yl)amino)quinolin-8-yl)oxy)pentanoate ClC1=CC=C(C=C1)C(C=1C=C2C(=CC=NC2=C(C1)OCCCCC(=O)OCC)NC1CCN(CC1)S(=O)(=O)C(F)(F)F)C1=CC=C(C=C1)Cl